CC1(C(=C(C1)C1=C(C=CC(=C1)Cl)NC(C)=O)C1=CC=CC=C1)C N-(2-(3,3-dimethyl-2-phenylcyclobut-1-enyl)-4-chlorophenyl)acetamide